N1C=C(C=2C1=NC=CC2)CCC#N 3-(1H-pyrrolo[2,3-b]pyridin-3-yl)propionitrile